5-((3H-[1,2,3]triazolo[4,5-b]pyridin-3-yl)oxy)-N-(2-methoxy-6-methylquinolin-8-yl)pyrazine-2-carboxamide N1=NN(C2=NC=CC=C21)OC=2N=CC(=NC2)C(=O)NC=2C=C(C=C1C=CC(=NC21)OC)C